4H-pyrido[1,2-a]pyrimidine-2-carboxamide N1=C2N(CC=C1C(=O)N)C=CC=C2